(2S,3S)-2-methyl-N-Boc-3-methoxypyrrolidine-2-carboxylate C[C@@]1(N(CC[C@@H]1OC)C(=O)OC(C)(C)C)C(=O)[O-]